N-(4-cyano-2,6-diisopropylphenyl-carbamoyl)-4-(1-hydroxycyclopropyl)thiophene-2-sulfonamide C(#N)C1=CC(=C(C(=C1)C(C)C)NC(=O)NS(=O)(=O)C=1SC=C(C1)C1(CC1)O)C(C)C